C(C)ONC(=O)C=1C=CC=C2C1CCO2 N-ethoxy-2,3-dihydrobenzofuran-4-carboxamide